FC=1C(=NC=CC1)C1(CC(C1)O)C#N (1r,3r)-1-(3-fluoropyridin-2-yl)-3-hydroxycyclobutane-1-carbonitrile